N-(4-(4-(2-isopropoxyethyl)piperazin-1-yl)pyridin-2-yl)-5-(pyridin-4-yl)thiazolo[5,4-b]pyridin-2-amine C(C)(C)OCCN1CCN(CC1)C1=CC(=NC=C1)NC=1SC2=NC(=CC=C2N1)C1=CC=NC=C1